ClC=1C(N(C=C(C1)C=1NC2=CC=C(C=C2C1C(C)C)C1CCNCC1)CC)=O 3-chloro-1-ethyl-5-(3-isopropyl-5-(piperidin-4-yl)-1H-indol-2-yl)pyridin-2(1H)-one